8-bromo-6-cyclopropyl-[1,2,4]triazolo[1,5-a]pyridine-2-carbaldehyde BrC=1C=2N(C=C(C1)C1CC1)N=C(N2)C=O